(R)-(+)-5,5-diphenyl-4-methyl-2-oxazolidinone C[C@@H]1C(OC(=O)N1)(C2=CC=CC=C2)C3=CC=CC=C3